C1=CC=C(C(=C1)[N+](=O)[O-])Cl o-chloronitrobenzene